N1=C(C(=C(C(=C1)CCN)CCN)CCN)CCN pyridinetetraethylamine